2-(pyridin-2-yl)-4-(4-azacarbazol-9-yl)phenol lithium [Li].N1=C(C=CC=C1)C1=C(C=CC(=C1)N1C2=CC=CC=C2C=2N=CC=CC12)O